O(C1=CC=CC=C1)C1CN(C1)C=1C(=C(C(=O)O)C=CC1)N1C=CC=C1 3-(3-phenoxyazetidin-1-yl)-2-(1H-pyrrol-1-yl)benzoic acid